BrC1=C2C(COC(C2=CC=C1N(CC1=CC=CC=C1)CC1=CC=CC=C1)C)(O)CC1=NC(=NC(=C1CO)Cl)SC 5-Bromo-4-((6-chloro-5-(hydroxymethyl)-2-(methylthio)pyrimidin-4-yl)methyl)-6-(dibenzylamino)-1-methylisochroman-4-ol